methyl 2-(3-bromo-2-methylphenyl)-7-chlorobenzo[d]oxazole-5-carboxylate BrC=1C(=C(C=CC1)C=1OC2=C(N1)C=C(C=C2Cl)C(=O)OC)C